sodium eugenol salt C=1(C(O)=CC=C(CC=C)C1)OC.[Na]